1-(3-(3-(2-chloro-5-fluoropyrimidin-4-yl)phenyl)piperidin-1-yl)ethan-1-one ClC1=NC=C(C(=N1)C=1C=C(C=CC1)C1CN(CCC1)C(C)=O)F